C1(CCC1)CN1C(CC2=CC(=CC=C12)C=1SC=C(N1)NC(=O)N[C@@H]1CNCCC1)=O (S)-1-(2-(1-(cyclobutylmethyl)-2-oxoindol-5-yl)thiazol-4-yl)-3-(piperidin-3-yl)urea